[Si](C1=CC=CC=C1)(C1=CC=CC=C1)(C(C)(C)C)OCCCCCCCCCCCC(CCCCCCCCC)O 21-((tert-butyldiphenylsilyl)-oxy)heneicosan-10-ol